cetyl phosphate, cetyl-phosphate salt C(CCCCCCCCCCCCCCC)OP(=O)(O)O.P(=O)(OCCCCCCCCCCCCCCCC)(O)O